FC=1C=C(C=NC1)C#CC1=CN=CC=2[C@H]3N(C[C@@H](OC21)C3)C(=O)C32CCC(CC3)(C2)C(F)(F)F ((2S,5S)-9-((5-fluoropyridin-3-yl)ethynyl)-2,3-dihydro-2,5-methanopyrido[3,4-f][1,4]oxazepin-4(5H)-yl)(4-(trifluoromethyl)bicyclo[2.2.1]heptan-1-yl)methanone